C(#N)/C(/C(=O)NC1=NC=C(C(=N1)CCC1=CC=CC=C1)S(=O)(=O)C)=C(\C=1C=NOC1C)/O (Z)-2-cyano-3-hydroxy-3-(5-methylisoxazol-4-yl)-N-(5-(methylsulfonyl)-4-phenethylpyrimidin-2-yl)acrylamide